C1(CC1)C1=CC=C2C(NC(N(C2=C1)C1=C(C=CC=C1)C)=O)=O 7-cyclopropyl-1-(o-tolyl)quinazoline-2,4(1H,3H)-dione